N,N-dimethylformamide-d CN(C(=O)[2H])C